1-(tert-butyl)-N-((3-(5-fluoro-7-(((3S,4R)-3-fluoro-1-methylpiperidin-4-yl)amino)-3-vinyl-2H-indazol-2-yl)-1,2,4-oxadiazol-5-yl)methyl)-1H-pyrazole-4-carboxamide C(C)(C)(C)N1N=CC(=C1)C(=O)NCC1=NC(=NO1)N1N=C2C(=CC(=CC2=C1C=C)F)N[C@H]1[C@H](CN(CC1)C)F